BrC=1C=CC2=C(N(C(O2)=O)CC(=O)OC(C)(C)C)C1 tert-butyl 2-(5-bromo-2-oxobenzo[d]oxazol-3(2H)-yl)acetate